5-(8-dimethylamino-2-oxo-8-phenyl-1,3-diazaspiro[4.5]decan-3-yl)-pyrimidine-2-carboxylic acid amide CN(C1(CCC2(CN(C(N2)=O)C=2C=NC(=NC2)C(=O)N)CC1)C1=CC=CC=C1)C